tert-butyl (3S)-3-[(1R)-2-[[3-(cyclobutylamino)-5-(1-piperidyl)-benzoyl]amino]-1-hydroxy-ethyl]-7-hydroxy-3,4-dihydro-1H-isoquinoline-2-carboxylate C1(CCC1)NC=1C=C(C(=O)NC[C@@H](O)[C@H]2N(CC3=CC(=CC=C3C2)O)C(=O)OC(C)(C)C)C=C(C1)N1CCCCC1